C(CCC)[Sn](C1=CC=CC(=N1)C1CN(CC1)C(=O)OC(C)(C)C)(CCCC)CCCC tert-butyl 3-(6-(tributylstannyl)pyridin-2-yl)pyrrolidine-1-carboxylate